[4,4-diethyl-1-[[3-[[(1R,2R)-2-hydroxyindan-1-yl]carbamoyl]phenyl]-(3-methylsulfonylphenyl)methyl]-6-oxo-hexahydropyrimidin-2-ylidene]ammonium C(C)C1(NC(N(C(C1)=O)C(C1=CC(=CC=C1)S(=O)(=O)C)C1=CC(=CC=C1)C(N[C@H]1[C@@H](CC2=CC=CC=C12)O)=O)=[NH2+])CC